COC(=O)[C@@]1(C[C@H]2[C@H](C(C(N2)=O)S(=O)(=O)C)C1)CC1=CC(=CC=C1)C1=NC=C(C=N1)F (3AR,5R,6aS)-5-(3-(5-fluoropyrimidin-2-yl)benzyl)-3-(methylsulfonyl)-2-oxohexahydro-2H-cyclopenta[d]Azole-5-carboxylic acid methyl ester